aluminium triethoxide [O-]CC.[O-]CC.[O-]CC.[Al+3]